CC1=C(C=CC=C1OCCCN1C(CC1)(C)C)C1=C(C(=CC=C1)B1OC(C(O1)(C)C)(C)C)C 1-(3-((2,2'-dimethyl-3'-(4,4,5,5-tetramethyl-1,3,2-dioxaborolan-2-yl)-[1,1'-biphenyl]-3-yl)oxy)propyl)-2,2-dimethylazetidine